2'-((6-((cis-3-hydroxycyclopentyl)amino)pyrimidin-4-yl)amino)-4'-methyl-5'-oxo-5',6'-dihydrospiro[cyclohexane-1,7'-pyrrolo[3,4-b]pyridine] 1'-oxide O[C@H]1C[C@H](CC1)NC1=CC(=NC=N1)NC1=CC(=C2C(=[N+]1[O-])C1(NC2=O)CCCCC1)C